N1(CCC2=CC=CC=C12)C=1C=C2CCCC(C2=CC1)=O 6-(2,3-dihydro-1H-indol-1-yl)-1,2,3,4-tetrahydronaphthalen-1-one